[Si](C)(C)(C(C)(C)C)N(P(=O)(N)N)[Si](C)(C)C(C)(C)C t-butyldimethylsilyl-(tBDMS)phosphoramide